benzyl 2-(bis(tert-butoxycarbonyl) amino)-4-hydroxyheptanoate C(C)(C)(C)OC(=O)N(C(C(=O)OCC1=CC=CC=C1)CC(CCC)O)C(=O)OC(C)(C)C